COC1=NOC2=C1C=CC=C2 methoxybenzo[d]isoxazol